C(C)(C)(C)C1=CC=C(C=C1)NC(C(C)(C)C)=O N-(4-tert-butylphenyl)pivalamide